[Li].S(=O)(=O)(O)N=C=O sulfoisocyanate lithium